tert-butyl (R,Z)-1-((tert-butyl sulfinyl)imino)-1,3-dihydrospiro[indene-2,4'-piperidine]-1'-carboxylate C(C)(C)(C)[S@@](=O)\N=C\1/C2=CC=CC=C2CC12CCN(CC2)C(=O)OC(C)(C)C